N-(4-(4-amino-5-(1-methyl-1H-indol-5-yl)pyrazolo[5,1-f][1,2,4]triazin-6-yl)phenyl)acrylamide NC1=NC=NN2C1=C(C(=N2)C2=CC=C(C=C2)NC(C=C)=O)C=2C=C1C=CN(C1=CC2)C